4-(2-(2-(1-methyl-1H-pyrazol-4-yl)ethoxy)-6-(3-(m-tolyloxy)-1H-pyrazol-1-yl)pyrimidin-4-yl)morpholine CN1N=CC(=C1)CCOC1=NC(=CC(=N1)N1CCOCC1)N1N=C(C=C1)OC=1C=C(C=CC1)C